CC1=C(C=CC=C1NC=1N=CC=C2C=C(C=NC12)CN1C(CC(C1)(F)F)CC(=O)O)C1=C(C(=CC=C1)OCCCN1CCOCC1)C 1-((8-((2,2'-dimethyl-3'-(3-morpholinopropoxy)-[1,1'-biphenyl]-3-yl)amino)-1,7-naphthyridin-3-yl)methyl)-4,4-difluoropyrrolidine-2-acetic acid